C(C)OC(=O)C=1C=2N(C3=C(C=CC=C3C1)OC)N=CN2 9-methoxy-[1,2,4]triazolo[1,5-a]quinoline-4-carboxylic acid ethyl ester